BrC1=CC(=NN1C1=CC=C2C=CNC2=C1)N1C(=CC=C1C)C 6-(5-bromo-3-(2,5-dimethyl-1H-pyrrol-1-yl)-1H-pyrazol-1-yl)-1H-indole